1-(6-(methylthio)pyridin-3-yl)ethanol CSC1=CC=C(C=N1)C(C)O